1-((3R,5R,8S,9S,10S,13S,14S,17S)-10-ethyl-3-hydroxy-3,13-dimethylhexadecahydro-1H-cyclopenta[a]phenanthren-17-yl)-2-(5-methoxy-2H-benzo[d][1,2,3]triazol-2-yl)ethan-1-one C(C)[C@]12[C@H]3CC[C@@]4([C@H](CC[C@H]4[C@@H]3CC[C@@H]2C[C@](CC1)(C)O)C(CN1N=C2C(=N1)C=CC(=C2)OC)=O)C